2-phenylcyclopropan-1-amine C1(=CC=CC=C1)C1C(C1)N